BrC=1SC=C(N1)CO[Si](C)(C)C(C)(C)C 2-bromo-4-((tert-butyldimethylsilyloxy)methyl)thiazole